3-(tert-butyl) 2-methyl (1R,2R,5S)-3-azabicyclo[3.1.0]hexane-2,3-dicarboxylate [C@@H]12[C@@H](N(C[C@H]2C1)C(=O)OC(C)(C)C)C(=O)OC